4-(4-(1-(4-hydroxyphenyl)-3-oxo-1,3-dihydroisobenzofuran-1-yl)phenoxy)butanoic acid OC1=CC=C(C=C1)C1(OC(C2=CC=CC=C12)=O)C1=CC=C(OCCCC(=O)O)C=C1